NCC1CCC(CC1)C(N[C@H](C(NCCCC[C@H](NC(N[C@@H](CCC(=O)O)C(=O)O)=O)C(=O)O)=O)CC1=CC2=CC=CC=C2C=C1)=O (3S,10S,14S)-1-[(1r,4S)-4-(aminomethyl)cyclohexyl]-3-[(naphthalen-2-yl)methyl]-1,4,12-trioxo-2,5,11,13-tetraazahexadecane-10,14,16-tricarboxylic acid